CC1=CC2=C(NC(CCS2(=O)=O)=O)C=C1 8-methyl-1,1-dioxo-2,3-dihydro-1lambda6,5-benzothiazepin-4-one